1-methyl-2-oxo-4-(tributylstannyl)-1,2-dihydropyridine-3-carbonitrile CN1C(C(=C(C=C1)[Sn](CCCC)(CCCC)CCCC)C#N)=O